C(CCCCCCCCCS)S 1,10-decanedithiol